O=C1NC(CCC1N1C(C2=CC=C(C=C2C1)C1CCN(CC1)CC(=O)NC1=CC=CC=C1)=O)=O 2-(4-(2-(2,6-dioxopiperidin-3-yl)-1-oxo-isoindolin-5-yl)piperidin-1-yl)-N-phenylacetamide